NC1=C(C(=NN1C1(CC1)C)C1=C(C=C(C=C1)C(C)C(NC1=CC(=NO1)C12CC(C1)(C2)C)=O)F)C(=O)N 5-Amino-3-(2-fluoro-4-[1-[(3-[3-methylbicyclo[1.1.1]pentan-1-yl]-1,2-oxazol-5-yl)carbamoyl]ethyl]phenyl)-1-(1-methylcyclopropyl)pyrazole-4-carboxamide